methyl 2-((tert-butoxycarbonyl) amino)-7-((8-methoxynaphthalen-1-yl) oxy)-1,2,3,4-tetrahydronaphthalen-2-carboxylate C(C)(C)(C)OC(=O)NC1(CC2=CC(=CC=C2CC1)OC1=CC=CC2=CC=CC(=C12)OC)C(=O)OC